O=C[C@H](O)C(=O)C(=O)CO 3,4-didehydro-ribose